C(C)OC(=O)C=1N(C=CN1)C1CC1 1-cyclopropyl-1H-imidazole-2-carboxylic acid ethyl ester